rac-3-((4R,5S)-7-ethyl-6-oxo-1-phenyl-5-(4-(trifluoromethyl)pyrimidine-2-carboxamido)-4,5,6,7-tetrahydro-1H-pyrazolo[3,4-b]pyridin-4-yl)benzoic acid C(C)N1C2=C([C@H]([C@@H](C1=O)NC(=O)C1=NC=CC(=N1)C(F)(F)F)C=1C=C(C(=O)O)C=CC1)C=NN2C2=CC=CC=C2 |r|